5-{[(1E)-1-[(3-phenoxyphenyl)methylene]-1H-inden-3-yl]Methyl}-1H-1,2,3,4-tetrazole O(C1=CC=CC=C1)C=1C=C(C=CC1)\C=C\1/C=C(C2=CC=CC=C12)CC1=NN=NN1